ClC1=CC=C(C(=N1)NC(C(C)(C)C)=O)C(CC(=O)OC(C)(C)C)(C)O tert-butyl 3-[6-chloro-2-(2,2-dimethylpropionylamino) pyridin-3-yl]-3-hydroxybutyrate